(S)-4-(4-chlorophenyl)-2-fluoro-5-oxo-5-(o-tolyl)pentanoic acid ethyl ester C(C)OC([C@H](CC(C(C1=C(C=CC=C1)C)=O)C1=CC=C(C=C1)Cl)F)=O